(S)-N-(6-(4-(1-naphthoyl)piperazin-1-yl)-5-(2-(4-fluorophenyl)acetamido)-6-oxohexyl)acrylamide C1(=CC=CC2=CC=CC=C12)C(=O)N1CCN(CC1)C([C@H](CCCCNC(C=C)=O)NC(CC1=CC=C(C=C1)F)=O)=O